ClC1=CC=C(C=C1)NC(C(C)C1CCC(CC1)C1=CC=NC2=CC=C(C=C12)F)=O N-(4-chlorophenyl)-2-((1S,4S)-4-(6-fluoroquinolin-4-yl)cyclohexyl)propanamide